(2R)-N-(4-(tert-butyl)phenyl)-1-cyano-N-(2-(3-(dimethylamino)azetidin-1-yl)-2-oxo-1-(pyridin-3-yl)ethyl)pyrrolidine-2-carboxamide C(C)(C)(C)C1=CC=C(C=C1)N(C(=O)[C@@H]1N(CCC1)C#N)C(C(=O)N1CC(C1)N(C)C)C=1C=NC=CC1